2,6-difluoro-N-methyl-N-((tetrahydrofuran-3-yl)methyl)-4-(2-(4,4,5,5-tetramethyl-1,3,2-dioxaborolan-2-yl)-5-tosyl-5H-pyrrolo[2,3-b]pyrazin-7-yl)benzamide FC1=C(C(=O)N(CC2COCC2)C)C(=CC(=C1)C1=CN(C2=NC=C(N=C21)B2OC(C(O2)(C)C)(C)C)S(=O)(=O)C2=CC=C(C)C=C2)F